4-ethoxy-1H-pyrazole-3-carboxamide C(C)OC=1C(=NNC1)C(=O)N